3-((3-(hydroxymethyl)-5-methoxy-phenoxy)methyl)benzaldehyde OCC=1C=C(OCC=2C=C(C=O)C=CC2)C=C(C1)OC